C(C1=CC=CC=C1)OC(C=O)C(C(CC[N+](=O)[O-])OCC1=CC=CC=C1)OCC1=CC=CC=C1 2,3,4-tri(benzyloxy)-6-nitrohexanal